N1(N=CC=C1)CC1=CC2=C(C(=NO2)N)C2=C1CC(O2)COC 4-((1H-pyrazol-1-yl)methyl)-2-(methoxymethyl)-2,3-dihydrobenzofuro[7,6-d]isoxazol-8-amine